ClC1=C2C(=C(C(N(C2=NC=C1F)C=1C(=NC=NC1C)C(C)C)=O)[N+](=O)[O-])O chloro-6-fluoro-4-hydroxy-1-(4-isopropyl-6-methylpyrimidin-5-yl)-3-nitro-1,8-naphthyridin-2(1H)-one